C(C)OC1=C(C=CC=C1)C(C(=O)OCC)=O ethyl 2-(2-ethoxyphenyl)-2-oxoacetate